NC1=CC2=CN(N=C2C=C1)C1CCC(CC1)CN1CCC(CC1)C1=CC=C2C(=CN=CC2=C1)N1C(NC(CC1)=O)=O 1-[7-[1-[[4-(5-aminoindazol-2-yl)cyclohexyl]methyl]-4-piperidinyl]-4-isoquinolinyl]hexahydropyrimidine-2,4-dione